N-(1-(3-tolyl)cyclopropyl)pivaloamide C1(=CC(=CC=C1)C1(CC1)NC(C(C)(C)C)=O)C